3,5-bis((1-benzyl-1H-1,2,3-triazol-4-yl)methylene)-1-((3-nitrophenyl)sulfonyl)piperidin-4-one C(C1=CC=CC=C1)N1N=NC(=C1)C=C1CN(CC(C1=O)=CC=1N=NN(C1)CC1=CC=CC=C1)S(=O)(=O)C1=CC(=CC=C1)[N+](=O)[O-]